CC1(COC1)OC(=O)N1CCN(CC1)C1=NC=2N(C=C1)N=CC2C=2C(=NC=CC2)OCC2CCC2 (3-methyloxetan-3-yl)-4-[3-[2-(cyclobutylmethoxy)-3-pyridyl]pyrazolo[1,5-a]pyrimidin-5-yl]piperazine-1-carboxylate